2-[(7-amino-1-oxo-4-{9H-pyrido[2,3-b]indol-6-yl}-2,3-dihydro-1H-isoindol-2-yl)methyl]prop-2-enenitrile NC=1C=CC(=C2CN(C(C12)=O)CC(C#N)=C)C=1C=C2C3=C(NC2=CC1)N=CC=C3